BrC1=NC(=CC(=C1F)NCC1=CC=C(C=C1)OC)C 2-bromo-3-fluoro-N-(4-methoxybenzyl)-6-methylpyridin-4-amine